FC(C(=O)O)(F)F.FC=1C=C(C(=O)NCC2CCC(CC2)N2N=C3C=CC(=CC3=C2)C=2C=NC=NC2)C=C(C1O)F 3,5-difluoro-4-hydroxy-N-({(1r,4r)-4-[5-(pyrimidin-5-yl)-2H-indazol-2-yl]cyclohexyl}methyl)benzamide, trifluoroacetate salt